allyltris(triphenylsiloxy)silane C(C=C)[Si](O[Si](C1=CC=CC=C1)(C1=CC=CC=C1)C1=CC=CC=C1)(O[Si](C1=CC=CC=C1)(C1=CC=CC=C1)C1=CC=CC=C1)O[Si](C1=CC=CC=C1)(C1=CC=CC=C1)C1=CC=CC=C1